tert-Butyl 3-((4-(((2S,4R)-2-methyl-1-propionyl-1,2,3,4-tetrahydroquinolin-4-yl)amino)phenyl)carbamoyl)azetidine-1-carboxylate C[C@@H]1N(C2=CC=CC=C2[C@@H](C1)NC1=CC=C(C=C1)NC(=O)C1CN(C1)C(=O)OC(C)(C)C)C(CC)=O